N-benzyloxycarbonyl-O-(3,4,6-tri-O-acetyl-2-benzyloxycarbonylamino-2-deoxy-β-D-glucopyranosyl)-L-serine-methyl ester COC([C@@H](NC(=O)OCC1=CC=CC=C1)CO[C@H]1[C@@H]([C@@H](OC(C)=O)[C@H](OC(C)=O)[C@H](O1)COC(C)=O)NC(=O)OCC1=CC=CC=C1)=O